tert-butyl (3-formylpyridin-2-yl)carbamate C(=O)C=1C(=NC=CC1)NC(OC(C)(C)C)=O